3-(propylamino)pyrrolidine-1-carboxylate C(CC)NC1CN(CC1)C(=O)[O-]